CC=1C(=C(C=CC1)C1(CC1)C(=O)O)NC1=CC=NN1C 1-(3-methyl-2-((1-methyl-1H-pyrazol-5-yl)amino)phenyl)cyclopropane-1-carboxylic acid